C(C)(C)(C)OC(NCCOC)=O (2-methylOxyethyl)carbamic acid tert-butyl ester